ClC1=C(C=C(C=C1OC)OC)C1=CC2=C(N=C(N=C2)NC2=CC=C(C=C2)N2CCN(CC2)CC)N2C1=NN=C2C 6-(2-chloro-3,5-dimethoxyphenyl)-N-(4-(4-ethylpiperazin-1-yl)phenyl)-9-methyl-[1,2,4]triazolo[4',3':1,6]pyrido[2,3-d]pyrimidin-2-amine